C1(CC1)COC(=O)N1CC(C1)C1=CC(=C2C(=N1)C(=CS2)C(NC)=O)C(F)(F)F 3-(3-(methylcarbamoyl)-7-(trifluoromethyl)thieno[3,2-b]pyridin-5-yl)azetidine-1-carboxylic acid cyclopropylmethyl ester